C1=CC(=CC2=C1C=1N=C3C(=NC1C1=C2C=C(C=C1)C1=CC=C(N(C2=CC=CC=C2)C2=CC=CC=C2)C=C1)N=CC(=C3)C3=CC=C(N(C1=CC=CC=C1)C1=CC=CC=C1)C=C3)C3=CC=C(N(C1=CC=CC=C1)C1=CC=CC=C1)C=C3 4,4',4''-(dibenzo[f,h]pyrido[2,3-b]quinoxaline-3,6,12-triyl)tri(N,N-diphenylaniline)